CN1N=NC(=C1NC(O[C@H](C)C1=CC(=CC(=C1)F)F)=O)C1=NC(=C(C=C1)NS(=O)(=O)C)C (R)-1-(3,5-difluorophenyl)ethyl (1-methyl-4-(6-methyl-5-(methylsulfonamido) pyridin-2-yl)-1H-1,2,3-triazol-5-yl)carbamate